C1(=CC=CC=C1)C1=NOC(=N1)CN1C(C(C2=CC(=CC=C12)NC(C=CC)=O)=O)=O N-(1-((3-phenyl-1,2,4-oxadiazol-5-yl)methyl)-2,3-diketoindol-5-yl)but-2-enamide